N-(4-{4-cyano-2-[1-methyl-4-(trifluoromethyl)-2-imidazolyl]phenyl}-6-cyclopropyl-2-pyridyl)-5-{[(S)-3-methyl-1-piperidyl]methyl}-1-cyclopropyl-2-oxo-1,2-dihydronicotinamide C(#N)C1=CC(=C(C=C1)C1=CC(=NC(=C1)C1CC1)NC(C=1C(N(C=C(C1)CN1C[C@H](CCC1)C)C1CC1)=O)=O)C=1N(C=C(N1)C(F)(F)F)C